(3,6-dihydro-2H-pyran-4-yl)-1H-indole-2-carboxylic acid ethyl ester C(C)OC(=O)C=1N(C2=CC=CC=C2C1)C=1CCOCC1